ClC1=C(C=C2C(=N1)C(CC2)(C)C)C(=O)N 2-chloro-7,7-dimethyl-6,7-dihydro-5H-cyclopenta[b]pyridine-3-carboxamide